O=C1NC(CCC1C1=NN(C2=CC(=C(C=C12)F)C1CCN(CC1)C[C@@H]1[C@@H](CN(CC1)C(=O)OC(C)(C)C)C)C)=O tert-butyl (3S,4S)-4-[[4-[3-(2,6-dioxo-3-piperidyl)-5-fluoro-1-methyl-indazol-6-yl]-1-piperidyl]methyl]-3-methyl-piperidine-1-carboxylate